C(C)N1N=C(C2=NC(=CC(=C21)C2(CC2)C#N)N2[C@@H](COCC2)C)C2=NNC=C2 (R)-1-(1-Ethyl-5-(3-methylmorpholinyl)-3-(1H-pyrazol-3-yl)-1H-pyrazolo[4,3-b]pyridin-7-yl)cyclopropanecarbonitrile